thiabenzoic acid S(C1=CC=CC=C1)(=O)O